(1H-indazol-5-yl)-3-{5-{[(4-methoxybenzyl)thio]methyl}-1,2,4-oxadiazol-3-yl}imidazo[1,2-b]pyridazin-6-amine N1N=CC2=CC(=CC=C12)C=1N=C2N(N=C(C=C2)N)C1C1=NOC(=N1)CSCC1=CC=C(C=C1)OC